NCC(CC(=O)O)CC(C)C (+)-3-(aminomethyl)-5-methylhexanoic acid